C(C1=CC=CC=C1)NC(=O)N1CC2=C(CC1)SC(=C2)C2=NOC(=N2)C(F)(F)F N-benzyl-2-(5-(trifluoromethyl)-1,2,4-oxadiazol-3-yl)-6,7-dihydrothieno[3,2-c]pyridine-5(4H)-carboxamide